N(=[N+]=[N-])\C(\C(=O)OC)=C/C1=C(C(=C(C=C1)OC)Cl)Cl Methyl (Z)-2-azido-3-(2,3-dichloro-4-methoxy-phenyl)prop-2-enoate